lithium 4-(hydroxymethyl)-7-methyl-6,7-dihydro-5H-cyclopenta[b]pyridine-2-carboxylate OCC1=C2C(=NC(=C1)C(=O)[O-])C(CC2)C.[Li+]